CNS(=O)(=O)C N-methylmethane-sulfonamide